tetrakis(benzyloxy)-[1,1'-biphenyl] C(C1=CC=CC=C1)OC=1C(=C(C(=C(C1)C1=CC=CC=C1)OCC1=CC=CC=C1)OCC1=CC=CC=C1)OCC1=CC=CC=C1